F[P-](F)(F)(F)(F)F.C1(=CC=CC=C1)SC1=CC=C(C=C1)[S+](C1=CC=CC=C1)C1=CC=CC=C1 4-(phenylthio)phenyl-diphenyl-sulfonium hexafluorophosphate